2-[[2-chloro-4-[[5-[4-(cyanomethoxy)-2,3-difluoro-phenyl]-1-methyl-imidazole-2-carbonyl]amino]benzoyl]amino]ethyl-3-hydroxy-piperidine-4-carboxamide ClC1=C(C(=O)NCCN2CC(C(CC2)C(=O)N)O)C=CC(=C1)NC(=O)C=1N(C(=CN1)C1=C(C(=C(C=C1)OCC#N)F)F)C